ClC1=CC(=C(C=C1)C1=NC(=NC2=NC(=C(N=C12)C)C)C1CCC(N(C1)C=1C=NN(C1)C1CC1)=O)F 5-(4-(4-chloro-2-fluorophenyl)-6,7-dimethyl-pteridin-2-yl)-1-(1-cyclopropyl-1H-pyrazol-4-yl)piperidin-2-one